(R)-5-(2-(6-((2-methoxy-4-(4-(4-methylpiperazin-1-yl)piperidin-1-yl)phenyl)amino)pyrimidine-4-yl)isoxazolidin-3-yl)-1-methylpyridin-2(1H)-one COC1=C(C=CC(=C1)N1CCC(CC1)N1CCN(CC1)C)NC1=CC(=NC=N1)N1OCC[C@@H]1C=1C=CC(N(C1)C)=O